NC1=NC=C(N=C1C1=NC=CC=C1C#N)C=CC1=CC=C(C=C1)N 2-amino-3-(3-cyanopyridyl)-5-(4-aminostyryl)pyrazine